N1N=CC=2C1=NC=C(C2)N2CC1(C2)CC(C1)NC(=O)NC1=C(C(=CC(=C1)C(F)(F)F)CO)OC 1-(2-(1H-pyrazolo[3,4-b]pyridin-5-yl)-2-azaspiro[3.3]heptan-6-yl)-3-(3-(hydroxymethyl)-2-methoxy-5-(trifluoromethyl)phenyl)urea